N-(2-ethylbutyl)-5-(2-methoxyethoxymethyl)-2-phenyl-1H-indol-7-amine C(C)C(CNC=1C=C(C=C2C=C(NC12)C1=CC=CC=C1)COCCOC)CC